FC(COC=1C=C(C(=NC1)N1CC=2C=C3C(=CC2C1=O)OC(O3)(F)F)S(=O)(=O)CC)(C)F 6-[5-(2,2-difluoropropoxy)-3-ethylsulfonyl-2-pyridyl]-2,2-difluoro-5H-[1,3]dioxolo[4,5-f]isoindol-7-one